FC=1C=C2C(=CNC2=C(C1)F)C1CCC(CC1)NC(OCC1=CC=CC=C1)=O benzyl (4-(5,7-difluoro-1H-indol-3-yl)cyclohexyl)carbamate